N1=C(SC2=C1C1=C(C=C2)OCCO1)N1C(N[C@H]([C@@H]1C#CC)CO)=O trans-1-(7,8-dihydro-[1,4]dioxino[2',3':5,6]benz[1,2-d]thiazol-2-yl)-4-(hydroxymethyl)-5-(prop-1-yn-1-yl)imidazolidin-2-one